C(C)(C)(C)OOC(C)(C=C)OOC(C)(C)C 2,2-Bis(t-butylperoxy)buten